4-fluoro-2,3-dihydro-1H-indol-5-amine FC1=C2CCNC2=CC=C1N